C1(CC1)NC1CCN(CC1)C=1C2=CN(N=C2C(=CC1)C(=O)NC1=CC2=CN(N=C2C(=C1)CNC1=NC=CC=C1)C)C 4-[4-(cyclopropylamino)-1-piperidyl]-2-methyl-N-[2-methyl-7-[(2-pyridylamino)methyl]indazol-5-yl]indazole-7-carboxamide